C(C)(C)(C)OC(=O)N1CC2CC2CC1 3-azabicyclo[4.1.0]heptane-3-carboxylic acid tert-butyl ester